[I-].[Sn+2]=O.[I-] tin oxide iodide